zinc (S)-(2-((tert-butoxycarbonyl)amino)-3-methoxy-3-oxopropyl) iodide C(C)(C)(C)OC(=O)N[C@H](CI)C(=O)OC.[Zn]